1,5-cyclododecadiene C1=CCCC=CCCCCCC1